4-Bromo-N-ethyl-6-methyl-7-oxo-6,7-dihydro-1H-pyrrolo[2,3-c]pyridine-2-carboxamide BrC=1C2=C(C(N(C1)C)=O)NC(=C2)C(=O)NCC